tert-butyl 1-(5-(5-formylpyridin-2-yl)pyrimidin-2-yl)-1H-pyrazole-4-carboxylate C(=O)C=1C=CC(=NC1)C=1C=NC(=NC1)N1N=CC(=C1)C(=O)OC(C)(C)C